O(C1=CC=CC=C1)CCCC1=CC=C2C=CC(=CC2=C1)NC(=O)N1CCN(CC1)C(=O)OC(C)(C)C tert-butyl 4-((7-(3-phenoxypropyl)naphthalen-2-yl)carbamoyl)piperazine-1-carboxylate